5-bromo-4-((1S,5R)-1-(5-(1-methylpiperidin-4-yl)-1,3,4-oxadiazol-2-yl)-5-(trifluoromethyl)-3-azabicyclo[3.1.0]hexan-3-yl)pyrazolo[1,5-a]pyridine-7-carbonitrile BrC1=C(C=2N(C(=C1)C#N)N=CC2)N2C[C@@]1(C[C@@]1(C2)C(F)(F)F)C=2OC(=NN2)C2CCN(CC2)C